C(C)O[Si](CCCC=O)(OCC)OCC 4-(triethoxysilyl)butyraldehyde